(S)-2-(3-chloro-4-(6-(1-methylcyclopropoxy)-9-((4-methylpyridin-2-yl)methyl)-9H-purin-8-yl)phenoxy)-1-(3-fluoropiperidin-1-yl)ethan-1-one ClC=1C=C(OCC(=O)N2C[C@H](CCC2)F)C=CC1C=1N(C2=NC=NC(=C2N1)OC1(CC1)C)CC1=NC=CC(=C1)C